2'-(2-chloropyridin-4-yl)-5',6'-dihydrospiro[cyclopropane-1,7'-pyrrolo[3,2-c]pyridin]-4'(1'H)-one ClC1=NC=CC(=C1)C1=CC=2C(NCC3(C2N1)CC3)=O